4-Cyano-N-[2-(4,4-dimethylcyclohexen-1-yl)-6-(8-ethyl-8-azabicyclo[3.2.1]octan-3-yl)-3-pyridyl]-1H-imidazole-2-carboxamide C(#N)C=1N=C(NC1)C(=O)NC=1C(=NC(=CC1)C1CC2CCC(C1)N2CC)C2=CCC(CC2)(C)C